BrC1=CC2=CN(N=C2C=C1OC1CCC1)C12COC(C1)(C2)COC 5-bromo-6-cyclobutoxy-2-(1-(methoxymethyl)-2-oxabicyclo[2.1.1]hex-4-yl)-2H-indazole